N[C@H]1CCC2=CC(=CC=C12)N1C(=NC=2C1=NC(=CC2)Br)C=2C(=NC=CC2)N 3-{3-[(1S)-1-amino-2,3-dihydro-1H-inden-5-yl]-5-bromoimidazo[4,5-b]pyridin-2-yl}pyridin-2-amine